tert-butyl 5-[[2-[4-(2,6-dioxo-3-piperidyl)phenoxy]acetyl]amino]pentanoate O=C1NC(CCC1C1=CC=C(OCC(=O)NCCCCC(=O)OC(C)(C)C)C=C1)=O